tert-Butyl 4-(1-(6-chloro-3-methyl-2-(trifluoromethyl)pyridin-4-yl)azetidin-3-yl)piperazine-1-carboxylate ClC1=CC(=C(C(=N1)C(F)(F)F)C)N1CC(C1)N1CCN(CC1)C(=O)OC(C)(C)C